((1S,3R)-2-(2,2-difluoroethyl)-3-methyl-2,3,4,9-tetrahydro-1H-pyrido[3,4-b]indol-1-yl)-5-(difluoromethoxy)-N-(1-(3-fluoropropyl)azetidin-3-yl)pyridin-3-amine FC(CN1[C@@H](C=2NC3=CC=CC=C3C2C[C@H]1C)C1=NC=C(C=C1NC1CN(C1)CCCF)OC(F)F)F